FC=1C=C(C=C(C1OC)F)NC(C)=O N-(3,5-difluoro-4-methoxyphenyl)acetamide